(7-(1-(cyclopropylsulfonyl)-1H-pyrazol-4-yl)-5H-pyrrolo[2,3-B]pyrazin-2-yl)-2-methyl-1,2,3,4-tetrahydroisoquinoline C1(CC1)S(=O)(=O)N1N=CC(=C1)C1=CNC2=NC=C(N=C21)C2N(CCC1=CC=CC=C21)C